3-amino-4-(7-chloro-1H-indazol-4-yl)-1H-benzo[h]quinolin-2-one NC=1C(NC2=C3C(=CC=C2C1C1=C2C=NNC2=C(C=C1)Cl)C=CC=C3)=O